tert-Butyl 7'-(1-(4-(((1s,3s)-3-(5-chloro-2-cyanophenyl)cyclobutyl)carbamoyl)-1H-1,2,3-triazol-1-yl)ethyl)-1'H-spiro[cyclopropane-1,4'-isoquinoline]-2'(3'H)-carboxylate ClC=1C=CC(=C(C1)C1CC(C1)NC(=O)C=1N=NN(C1)C(C)C1=CC=C2C3(CN(CC2=C1)C(=O)OC(C)(C)C)CC3)C#N